2-phenyl-2,4-pentanediol C1(=CC=CC=C1)C(C)(CC(C)O)O